methyl-3H-indol-1-ium iodide [I-].C[N+]1=CCC2=CC=CC=C12